FC1(CC(C1)CN1N=C(N=C1)C(=O)NC1C(N(C=2N(CC1)N=C(C2)C)C)=O)F 1-((3,3-Difluorocyclobutyl)methyl)-N-(2,4-dimethyl-5-oxo-5,6,7,8-tetrahydro-4H-pyrazolo[1,5-a][1,3]diazepin-6-yl)-1H-1,2,4-triazol-3-carboxamid